FC1=CC(=C(C(=C1)OC)OB(O)O)OC (4-fluoro-2,6-dimethoxyphenyl)boric acid